BrC1=NC=CC(=C1)C1(CC1)C(=O)N (2-bromopyridin-4-yl)cyclopropanecarboxamide